NC1=NC=CC2=C(C=CC=C12)C1=CC2=C(N(N=C2C=C1)C1CCC1)COC1=C(C=C(C=C1)OC)CC(=O)O 2-(2-((5-(1-aminoisoquinolin-5-yl)-2-cyclobutyl-2H-indazol-3-yl)methoxy)-5-methoxyphenyl)acetic acid